CC(=O)N[C@@H](CCCCN)C(=O)OC The molecule is an alpha-amino acid ester obtained by formal condensation of the carboxy group of N(alpha)-acetyl-L-lysine with the hydroxy group of methanol. It is a L-lysine derivative, an alpha-amino acid ester, a member of acetamides, a methyl ester and a primary amino compound. It is a conjugate base of a N(alpha)-acetyl-L-lysine methyl ester(1+).